FC1([C@@H](CN(C1)C1COC1)NC1=NN2C(C(=N1)OC)=C(C(=C2)F)C=2C=C(C=1N(C2)C(=CN1)C(F)F)F)F (R)-N-(4,4-difluoro-1-(oxetan-3-yl)pyrrolidin-3-yl)-5-(3-(difluoromethyl)-8-fluoroimidazo[1,2-a]pyridin-6-yl)-6-fluoro-4-methoxypyrrolo[2,1-f][1,2,4]triazin-2-amine